C(C)(C)(C)OC(=O)NCCCNC(=O)O[C@H]1[C@H](N(C[C@@H]1OC(=O)OC(C)(C)C)C(=O)OC(C)(C)C)CC1=CC=C(C=C1)OC tert-butyl (2R,3S,4S)-3-[({3-[(tert-butoxycarbonyl) amino]propyl}carbamoyl) oxy]-4-[(tert-butoxycarbonyl) oxy]-2-[(4-methoxyphenyl) methyl]pyrrolidine-1-carboxylate